C(CCCCCCCCCCCCCCC)N1C(=C(C(C=C1)=O)CO)C N-hexadecyl-2-methyl-3-hydroxymethylpyridin-4-one